Cl.C(C1=CC=CC=C1)N1CC(C(CC1)N1CC2(C1)CCNCC2)(F)F 2-(1-benzyl-3,3-difluoropiperidin-4-yl)-2,7-diazaspiro[3.5]nonane hydrochloride